ClC=1C=C2C=NC(=NC2=CC1[C@H]1[C@@H](CNCC1)F)NC=1C=NN(C1Cl)C1CC1 |o1:11,12| (3S,4S) or (3R,4R)-6-chloro-N-(5-chloro-1-cyclopropyl-1H-pyrazol-4-yl)-7-(3-fluoropiperidin-4-yl)quinazolin-2-amine